6-fluoro-N-((2S,4R)-2-methyltetrahydro-2H-pyran-4-yl)-3-nitroquinolin-4-amine FC=1C=C2C(=C(C=NC2=CC1)[N+](=O)[O-])N[C@H]1C[C@@H](OCC1)C